CN1C=2C=NC(=NC2N(C(C1=O)=O)CC1CCOCC1)NC=1C=C2C=CC=NC2=CC1C 5-methyl-2-((7-methylquinolin-6-yl)amino)-8-((tetrahydro-2H-pyran-4-yl)methyl)-5,8-dihydropteridine-6,7-dione